N1=CC=C(C=C1)C=1NC(C2=C(N1)NN=C2)=O 6-(pyridin-4-yl)-1H-pyrazolo[3,4-d]pyrimidin-4(5H)-one